FC1=NC=C(C=C1C=1N=NN(C1)CC=1N=C2N(C=C(C=C2)C=O)C1)N1CCCC1 2-((4-(2-fluoro-5-(pyrrolidin-1-yl)pyridin-3-yl)-1H-1,2,3-triazol-1-yl)methyl)imidazo[1,2-a]pyridine-6-formaldehyde